allyl-dimethyl-hexadecyl-ammonium chloride [Cl-].C(C=C)[N+](CCCCCCCCCCCCCCCC)(C)C